1-isocyanatopropyl-dimethylmonomethoxysilane N(=C=O)C(CC)[Si](OC)(C)C